O1N=C(C2=C1C=CC=C2)C2=C(C=CC=C2)[C@H](CC2=NC(=CC=C2C)C)N[S@@](=O)C(C)(C)C (S)-N-{(S)-1-[2-(benzo[d]isoxazol-3-yl)phenyl]-2-(3,6-dimethylpyridine-2-yl)ethyl}-2-methylpropane-2-sulfinamide